C(C)C1CCC2=C(C(CO2)(C)C)C1=O 5-Ethyl-3,3-dimethyl-3,5,6,7-tetrahydrobenzofuran-4(2H)-on